(1-(((tert-butyldimethylsilyloxy)methyl)cyclopropyl)methyl)-6-chloro-1H-indazol-5-amine [Si](C)(C)(C(C)(C)C)OCC1(CC1)CN1N=CC2=CC(=C(C=C12)Cl)N